N-[3-[2-(difluoromethoxy)-5-[[5-(3-hydroxy-1-methyl-azetidin-3-yl)-3-pyridyl]oxy]phenyl]-1-methyl-pyrazol-4-yl]pyrazolo[1,5-a]pyrimidine-3-carboxamide FC(OC1=C(C=C(C=C1)OC=1C=NC=C(C1)C1(CN(C1)C)O)C1=NN(C=C1NC(=O)C=1C=NN2C1N=CC=C2)C)F